ClC1=C(OC2=C1C=C(C=C2C(=O)OC)Cl)[C@H](C)NC(=O)C=2C=NN1C2N=CC=C1 Methyl (S)-3,5-dichloro-2-(1-(pyrazolo[1,5-a]pyrimidine-3-carboxamido)ethyl)benzofuran-7-carboxylate